3,4-dihexyloxy-thiophene C(CCCCC)OC1=CSC=C1OCCCCCC